1-[(6-{5-Azaspiro[2.4]hept-5-yl}-2-methylpyridin-3-yl)methyl]-N-[(5R)-1-{[(2,4-dimethoxyphenyl)methyl]amino}-5H,6H,7H-cyclopenta[c]pyridin-5-yl]-1H-pyrazole-4-carboxamide C1CC12CN(CC2)C2=CC=C(C(=N2)C)CN2N=CC(=C2)C(=O)N[C@@H]2CCC=1C(=NC=CC12)NCC1=C(C=C(C=C1)OC)OC